[C@H]12CNC[C@H](CC1)N2C2=CC(=C(C=C2)NC2=NC=C(C(=N2)NC=2C=CC=C1CNC(C21)=O)Cl)OC(F)F 7-((2-((4-((1R,5S)-3,8-diazabicyclo[3.2.1]octan-8-yl)-2-(difluoromethoxy)phenyl)amino)-5-chloropyrimidin-4-yl)amino)isoindolin-1-one